C1(CC1)[C@@H](C)N1C=NC=C(C1=O)C1=CC=C(C=C1)C1(CC1)NC(=O)C1=NC=C2C(=N1)N(N=C2)C(C)C (R)-N-(1-(4-(1-(1-cyclopropylethyl)-6-oxo-1,6-dihydropyrimidin-5-yl)phenyl)cyclopropyl)-1-isopropyl-1H-pyrazolo[3,4-d]pyrimidine-6-carboxamide